COC(=O)C=1N(C=C(C(C1OC)=O)C(N[C@H](C)C1=C(C=C(C=C1)F)F)=O)CC(OC)OC (R)-5-(1-(2,4-difluorophenyl)ethylcarbamoyl)-1-(2,2-dimethoxyethyl)-3-methoxy-4-oxo-1,4-dihydropyridine-2-carboxylic acid methyl ester